2-(2-fluoroindolizin-3-yl)-3-methyl-6-(trifluoromethyl)-3H-imidazo[4,5-b]pyridine FC=1C=C2C=CC=CN2C1C1=NC=2C(=NC=C(C2)C(F)(F)F)N1C